N[C@H]1CN(CC[C@H]1F)C1=NC2=C(N1CC1=CC=C(C#N)C=C1)C=CC=C2 4-((2-((3S,4R)-3-amino-4-fluoropiperidin-1-yl)-1H-benzo[d]imidazol-1-yl)methyl)benzonitrile